(E)-3-(3-(2-(5-chloro-1H-indole-2-carbonyl)hydrazino)-3-oxoprop-1-en-1-yl)-1-decylpyridine ClC=1C=C2C=C(NC2=CC1)C(=O)NNC(/C=C/C=1CN(C=CC1)CCCCCCCCCC)=O